FC1=C(C=CC(=C1)NC1CCOCC1)B(O)O 2-FLUORO-4-(TETRAHYDRO-2H-PYRAN-4-YLAMINO)PHENYLBORONIC ACID